FC=1C(=NC(=NC1)NC1CCC(CC1)N)C1=CN=C2N1C=C(C=C2)F (1r,4r)-N1-(5-Fluoro-4-(6-fluoroimidazo[1,2-a]pyridin-3-yl)pyrimidin-2-yl)cyclohexane-1,4-diamine